O=C(CCNC(OCC1=CC=CC=C1)=O)N1CCNCC1 benzyl (3-oxo-3-(piperazin-1-yl)propyl)carbamate